[N+](=[N-])=CC(=O)OCC1=CC=CC=C1 benzyl 2-diazoacetate